C(C)(C)OC1=CC=C(C(=N1)[N+](=O)[O-])O 6-isopropoxy-2-nitropyridin-3-ol